2-(3,4-dimethoxyphenyl)-6-(1'-isopropyl-[1,4'-bipiperidin]-4-yl)-1H-imidazo[4,5-b]pyridine COC=1C=C(C=CC1OC)C=1NC=2C(=NC=C(C2)C2CCN(CC2)C2CCN(CC2)C(C)C)N1